CC=1C(=CN(C1C)S(=O)(=O)C)C(=O)OCCCC butyl 4,5-dimethyl-1-(methylsulfonyl)-1H-pyrrole-3-carboxylate